6-hydroxy-1-benzothiophene-3-carboxylate hydrochloride Cl.OC1=CC2=C(C(=CS2)C(=O)O)C=C1